CC1=NC2=CC=CC=C2C(=N1)C=1C=NN(C1)C 2-methyl-4-(1-methyl-1H-pyrazol-4-yl)quinazoline